FC1=C2C=CN(C2=C(C=C1)C)C1=CC(=CC=C1)C=1N=CN2C1C=CC=C2 4-fluoro-N-(3-(imidazo[1,5-a]pyridin-1-yl)phenyl)-7-methyl-1H-indole